C1(CC1)NCC1CN(CC1O)C(=O)[O-] 3-cyclopropylaminomethyl-4-hydroxypyrrolidine-carboxylate